CCCC/C=C\CCCCCCCC(=O)O[C@H](COC(=O)CCCCCCC/C=C\C/C=C\C/C=C\CC)COP(=O)([O-])OCC[N+](C)(C)C 1-(9Z,12Z,15Z-octadecatrienoyl)-2-(9Z-tetradecenoyl)-glycero-3-phosphocholine